2,4-bistrifluoromethylphenylboronic acid FC(C1=C(C=CC(=C1)C(F)(F)F)B(O)O)(F)F